C(CCCCCCCCCCCCCCCCCCC)S(=O)(=O)[O-] eicosyl-sulfonate